C1(CC1)C=1C=C(CN2C=CC3=CC(=CC=C23)N)C=CC1 1-(3-Cyclopropylbenzyl)-1H-indol-5-amine